CC1=C(C=C(C=C1)CN1CCOCC1)NC(C1=CC=C(C=C1)NC1=NC=C(C(=N1)C=1C=NC(=CC1)C(F)(F)F)SC)=O N-(2-Methyl-5-morpholin-4-ylmethyl-phenyl)-4-[5-Methylsulfanyl-4-(6-trifluoromethyl-pyridin-3-yl)-pyrimidin-2-ylamino]-benzamid